C(CCCCCCCCCCC)C=1C=C(SC1)B1OC(C(O1)(C)C)(C)C 4-dodecyl-2-(4,4,5,5-tetramethyl-1,3,2-dioxaborolan-2-yl)thiophene